2-(2-fluoro-5-hydroxyphenyl)-4(s)-phenylimidazole FC1=C(C=C(C=C1)O)C=1NC=C(N1)C1=CC=CC=C1